N-(2,2-dimethylpropyl)-6-[(5-fluoro-3-pyridyl)amino]-3-methoxy-pyridine-2-carboxamide CC(CNC(=O)C1=NC(=CC=C1OC)NC=1C=NC=C(C1)F)(C)C